C1(CC1)NC(CC1N(C(CC1)=O)CC1=C(C=CC=C1)CC)=O N-cyclopropyl-2-[1-[(2-ethylphenyl)methyl]-5-oxopyrrolidin-2-yl]acetamid